C(C)OC(=O)C1(CC2=C(C(=NC=C2F)Br)C1)C(=O)OCC 1-bromo-4-fluoro-5,7-dihydrocyclopenta[c]pyridine-6,6-dicarboxylic acid diethyl ester